C(C1=CC=CC=C1)OC(=O)N1[C@H]([C@H](CCC1)C(=O)OC)C(=O)O (2R,3S)-1-((benzyloxy)carbonyl)-3-(methoxycarbonyl)piperidine-2-carboxylic acid